C(C)(C)(C)OC(=O)N1C[C@H](O[C@@H](C1)CO)CC.FC=1C(=NC=C(C1)F)C(=O)OC methyl 3,5-difluoro-2-pyridinecarboxylate tert-butyl-(2R,6S)-2-ethyl-6-(hydroxymethyl)morpholine-4-carboxylate